COC1=CC=C2C=CC=C(C2=C1)CC(=O)N 7-methoxy-1-naphthyl-acetamide